C(C)(C)(C)OC(N(C1=NC=C(C=C1)B1OC(C(O1)(C)C)(C)C)C)=O methyl-(5-(4,4,5,5-tetramethyl-1,3,2-dioxaborolan-2-yl)pyridin-2-yl)carbamic acid tert-butyl ester